C[C@@]1(CN(CCC1)C1=NC(=NC2=C(C(=C(C=C12)F)C1=CC(=CC2=CC=C(C(=C12)C#C[Si](C(C)C)(C(C)C)C(C)C)F)O[Si](C(C)C)(C(C)C)C(C)C)F)F)O (R)-3-methyl-1-(2,6,8-trifluoro-7-(7-fluoro-8-((triisopropylsilyl)ethynyl)-3-((Triisopropylsilyl)oxy)naphthalen-1-yl)quinazolin-4-yl)piperidin-3-ol